CN1N=CC2=NC(=CC(=C21)O)N2[C@@H](COCC2)C (R)-1-methyl-5-(3-methylmorpholino)-1H-pyrazolo[4,3-b]Pyridin-7-ol